[Si](C1=CC=CC=C1)(C1=CC=CC=C1)(C(C)(C)C)OC1CN(C2C1N(N(C2)C(=O)OC(C)(C)C)C(=O)OCC2=CC=CC=C2)C(=O)OC(C)(C)C 1-Benzyl 2,4-di-tert-butyl 6-((tert-butyldiphenylsilyl)oxy)tetrahydropyrrolo[3,2-c]pyrazole-1,2,4(5H)-tricarboxylate